4-[2-(2-bromoethoxy)ethoxy]benzene-1,2-dicarboxylic acid dimethyl ester COC(=O)C=1C(=CC(=CC1)OCCOCCBr)C(=O)OC